N-((1S)-(5-((R)-cyclopropyl(4,4,4-trifluorobutanamido)methyl)benzo[d]oxazol-2-yl)(4,4-difluorocyclohexyl)methyl)-1-isopropyl-1H-pyrazole-5-carboxamide C1(CC1)[C@H](C=1C=CC2=C(N=C(O2)[C@@H](NC(=O)C2=CC=NN2C(C)C)C2CCC(CC2)(F)F)C1)NC(CCC(F)(F)F)=O